1,4-bis(2-chloroethyl)benzene ClCCC1=CC=C(C=C1)CCCl